5-bromo-2-(6-chloro-1,2,4-triazin-3-yl)phenol BrC=1C=CC(=C(C1)O)C=1N=NC(=CN1)Cl